(3-(5-((1-ethylpiperidin-4-yl)(methyl)amino)-3-(pyrimidin-5-yl)-1H-pyrrolo[3,2-b]pyridin-1-yl)-2,4-difluorophenyl)propane-1-sulfonamide monosuccinate salt C(CCC(=O)O)(=O)O.C(C)N1CCC(CC1)N(C1=CC=C2C(=N1)C(=CN2C=2C(=C(C=CC2F)C(CC)S(=O)(=O)N)F)C=2C=NC=NC2)C